C1C(CC2=CC=CC=C12)C(=O)N[C@H](C(=O)O)CCN(CCCCC1=NC=2NCCCC2C=C1)CCOC (S)-2-(2,3-dihydro-1H-indene-2-carboxamido)-4-((2-methoxyethyl)(4-(5,6,7,8-tetrahydro-1,8-naphthyridin-2-yl)butyl)amino)butanoic acid